1-methyl-3-(4-vinylbenzyl)pyrrole chloride salt [Cl-].CN1C=C(C=C1)CC1=CC=C(C=C1)C=C